N[C@@H](C(=O)NC=1C=CC=C2C(=CN(C12)S(=O)(=O)C1=CC=C(C=C1)C)C=1C=NNC1)CC1=CC=CC=C1 (2R)-2-amino-3-phenyl-N-[1-(p-tolylsulfonyl)-3-(1H-pyrazol-4-yl)indol-7-yl]propanamide